(4-(cyanomethyl)bicyclo[2.2.2]Oct-1-yl)carbamic acid tert-butyl ester C(C)(C)(C)OC(NC12CCC(CC1)(CC2)CC#N)=O